(+)-N-((3R,4S)-4-((6-(2,6-dichloro-3,5-dimethoxyphenyl)pyrido[3,4-d]pyrimidin-2-yl)amino)tetrahydrofuran-3-yl)acrylamide ClC1=C(C(=C(C=C1OC)OC)Cl)C1=CC2=C(N=C(N=C2)N[C@H]2[C@H](COC2)NC(C=C)=O)C=N1